S1C=NC2=C1C=C(C=C2)\C=C/2\C(N(C(=N2)NC2=NC=CC=C2)C)=O (5Z)-5-(1,3-Benzothiazol-6-ylmethylene)-3-methyl-2-(2-pyridylamino)imidazol-4-one